BrCC1=CC2=C(N=CS2)C=C1 6-(bromomethyl)-1,3-benzothiazole